C(#N)C1CC2(C1)C[C@H](N(CC2)CC2=C1C=CNC1=C(C=C2OC)C)C2=CC=C(C(=O)NC1(CC1)C(=O)O)C=C2 1-(4-((2S,4r,6S)-2-cyano-7-((5-methoxy-7-methyl-1H-indol-4-yl)methyl)-7-azaspiro[3.5]nonan-6-yl)benzamido)cyclopropane-1-carboxylic acid